BrC1=C(C2=C(OCCO2)C=C1)C 6-bromo-5-methyl-2,3-dihydro-benzo[1,4]dioxine